COC=1C=C(C=CC1OC)[C@H]1OC[C@@H]2[C@H](OC[C@@H]21)C2=CC(=C(C(=C2)OC)OC)OC (3S,3aR,6S,6aR)-3-(3,4-dimethoxyphenyl)-6-(3,4,5-trimethoxyphenyl)-1,3,3a,4,6,6a-hexahydrofuro[3,4-c]furan